CN(S(=O)(=O)NCC(=O)N1CC2=CC(=CC=C2CC1)OC1=CC(=C(C=C1)C(F)(F)F)F)C N,N-dimethyl-N'-(2-(7-(3-fluoro-4-(trifluoro-methyl)phenoxy)-3,4-dihydroisoquinolin-2(1H)-yl)-2-oxoethyl)-sulfamide